tert-butyl (2R,4R)-4-(benzyl(methyl)amino)-2-methylpyrrolidine-1-carboxylate C(C1=CC=CC=C1)N([C@@H]1C[C@H](N(C1)C(=O)OC(C)(C)C)C)C